7-isopropoxy-2,2-dimethyl-2,3-dihydrobenzofuran C(C)(C)OC1=CC=CC=2CC(OC21)(C)C